3-phenyl-2,5-bis(4-(phenylethynyl)phenyl)cyclopenta-2,4-dien-1-one C1(=CC=CC=C1)C1=C(C(C(=C1)C1=CC=C(C=C1)C#CC1=CC=CC=C1)=O)C1=CC=C(C=C1)C#CC1=CC=CC=C1